5-((1-(2-(Dimethylamino)-4-(3-(dimethylamino)pyrrolidin-1-yl)phenyl)-1H-imidazol-4-yl)amino)pyrazine-2-carbonitrile CN(C1=C(C=CC(=C1)N1CC(CC1)N(C)C)N1C=NC(=C1)NC=1N=CC(=NC1)C#N)C